alpha-(2-bromobenzyl)-proline BrC1=C(C[C@@]2(NCCC2)C(=O)O)C=CC=C1